FC1=C(C(=CC(=C1)OC)F)[C@H]1[C@@H](C(NC1)=O)NC(=O)NC1=CC=C(C=C1)I |o1:10,11| 1-[(3S*,4R*)-4-(2,6-difluoro-4-methoxyphenyl)-2-oxopyrrolidin-3-yl]-3-(4-iodo-phenyl)urea